(S)-N-(1-(5-(trifluoromethyl)pyridin-2-yl)ethyl)-2-(1,3,4-trimethyl-7-oxo-1,7-dihydro-6H-pyrazolo[3,4-d]pyridazin-6-yl)acetamide Copper Antimony [Sb].[Cu].FC(C=1C=CC(=NC1)[C@H](C)NC(CN1N=C(C2=C(C1=O)N(N=C2C)C)C)=O)(F)F